C(#N)C1=C(C=C(C=C1)NS(=O)(=O)C1=CNC(=C1)C1=CC=CC=C1)F N-(4-cyano-3-fluoro-phenyl)-5-phenyl-1H-pyrrole-3-sulfonamide